(S,Z)-4-(fluoromethylene)-3-methylpiperidine-1,3-dicarboxylate F\C=C\1/[C@@](CN(CC1)C(=O)[O-])(C(=O)[O-])C